2,4-dihydro-1,4-benzothiazin-3-one S1CC(NC2=C1C=CC=C2)=O